N,N,N',N'-tetrakis-(2-hydroxy-ethyl)-1,3-diaminopropane OCCN(CCCN(CCO)CCO)CCO